N-(4-(2-amino-2-oxoethyl)phenyl)-2-isopropyl-5-methylcyclohexane-1-carboxamide NC(CC1=CC=C(C=C1)NC(=O)C1C(CCC(C1)C)C(C)C)=O